[F-].C(C1=CC=CC=C1)O benzyl alcohol fluoride